FC1(C(C1)CN1C(NC(C2=CC(=CC=C12)S(=O)(=O)NC1(CC1)C)=O)=O)F 1-((2,2-difluorocyclopropyl)methyl)-N-(1-methylcyclopropyl)-2,4-dioxo-1,2,3,4-tetrahydroquinazoline-6-sulfonamide